COC[C@@H]1CCC2=CC=3CCCC3C(=C12)NC(=O)N=S(=O)(NC(C1=CC=CC=C1)(C1=CC=CC=C1)C1=CC=CC=C1)C=1C=NN2C1OC(C2)C N'-(((R)-3-(methoxymethyl)-1,2,3,5,6,7-hexahydro-s-indacen-4-yl)carbamoyl)-2-methyl-N-trityl-2,3-dihydropyrazolo[5,1-b]oxazole-7-sulfonimidamide